(9R,13S)-13-{4-[5-chloro-2-(4-methoxyphenyl)phenyl]-6-oxo-1,6-dihydropyrimidin-1-yl}-3,9-dimethyl-3,4,7,15-tetraazatricyclo[12.3.1.02,6]octadeca-1(18),2(6),4,14,16-pentaen-8-one ClC=1C=CC(=C(C1)C=1N=CN(C(C1)=O)[C@H]1CCC[C@H](C(NC=2C=NN(C2C=2C=CN=C1C2)C)=O)C)C2=CC=C(C=C2)OC